3-(6-oxo-1'-((1-phenyl-1H-pyrazol-3-yl)methyl)-6,8-dihydro-2H,7H-spiro[furo[2,3-e]isoindole-3,4'-piperidin]-7-yl)piperidine-2,6-dione O=C1N(CC2=C3C(=CC=C12)C1(CCN(CC1)CC1=NN(C=C1)C1=CC=CC=C1)CO3)C3C(NC(CC3)=O)=O